N1N=CC=C2C1=NC=C2 pyrrolo[2,3-c]pyridazine